(1R,3S)-1-(4-bromo-3-fluorobenzyl)-3-(methylsulfonamido)cyclopentane-1-carboxamide BrC1=C(C=C(C[C@]2(C[C@H](CC2)NS(=O)(=O)C)C(=O)N)C=C1)F